CC1=C(C(=CC(=C1)C(C)(C)C)C(C)(C)C)O 2-methyl-4,6-bis(1,1-dimethylethyl)phenol